COC(=O)C=1C=NC=2NC(CCC2C1)=O 7-oxo-6,8-dihydro-5H-1,8-naphthyridine-3-carboxylic acid methyl ester